N-methyl-N-methoxyethyl-piperidinium tetrafluoroborate F[B-](F)(F)F.C[N+]1(CCCCC1)CCOC